trans-1-((4-((S)-3-(3,5-difluorophenyl)isoxazolidine-2-carbonyl)cyclohexyl)methyl)-3-methyl-1H-indole-6-carboxamide FC=1C=C(C=C(C1)F)[C@H]1N(OCC1)C(=O)[C@@H]1CC[C@H](CC1)CN1C=C(C2=CC=C(C=C12)C(=O)N)C